3-{6-azaspiro[2.5]octan-6-yl}-4-[(1Z)-2-[8-(4,4-difluoropiperidin-1-yl)quinolin-6-yl]-1-fluoroethenyl]aniline C1CC12CCN(CC2)C=2C=C(N)C=CC2/C(=C/C=2C=C1C=CC=NC1=C(C2)N2CCC(CC2)(F)F)/F